C(C)OC(N(C1=NC=NC2=CC3=C(C=C12)OCCO3)C3=C(C(=CC=C3)Cl)F)=O (3-Chloro-2-fluorophenyl)7,8-dihydro[1,4]dioxino[2,3-g]quinazolin-4-ylcarbamic acid ethyl ester